CC(=CCC=1C(CCC1)=O)CC 3-methylpent-2-en-1-ylcyclopent-2-en-1-one